ClC=1C=C(C=CC1Cl)CNC(=O)N1[C@H](CCC1)C(=O)NC1=CC=C(C=C1)C1=CC=C(C=C1)C(=O)O 4'-[(1-{[(3,4-dichlorophenyl)methyl]carbamoyl}-D-prolyl)amino][1,1'-biphenyl]-4-carboxylic acid